CC1OC2=C(O1)C=CC(=C2C)C(=O)NCC=2C(NC(=CC2SC)C)=O 2,4-dimethyl-N-((6-methyl-4-(methylthio)-2-oxo-1,2-dihydropyridine-3-yl)methyl)benzo[d][1,3]dioxol-5-carboxamide